FC=1C=C2C=CN(C2=CC1F)CCN(CCS(=O)(=O)C)C 2-(5,6-Difluoroindol-1-yl)-N-methyl-N-(2-methylsulfonylethyl)ethanamine